2-(4-chloro-3-fluorophenoxy)-N-(3-{[2-(trifluoromethyl)pyrimidin-5-yl]amino}bicyclo[1.1.1]pentan-1-yl)acetamide tert-butyl-(2S,4R)-4-hydroxy-2-(trifluoromethyl)piperidine-1-carboxylate C(C)(C)(C)OC(=O)N1[C@@H](C[C@@H](CC1)O)C(F)(F)F.ClC1=C(C=C(OCC(=O)NC23CC(C2)(C3)NC=3C=NC(=NC3)C(F)(F)F)C=C1)F